C(C)C(C(=O)O)N(CC)C([C@@H](C)OC1=CC=C2C(=CC(OC2=C1)=O)C1=C(C=C(C=C1)NC(CCCCCCCCCCCCC)=O)Cl)=O ethyl-2-[[(2R)-2-[4-[2-chloro-4-(tetradecanoylamino)phenyl]-2-oxo-chromen-7-yl]oxypropionyl]-ethyl-amino]acetic acid